beryllium aluminum-aluminum [Al].[Al].[Be]